C[C@@H]1N(CCN(C1)C)C1=CC=C(C=C1)NC(=O)C=1C(NC=CC1NC1=C(C2=C(OCCN2)N=C1)C)=O (S)-N-(4-(2,4-dimethylpiperazin-1-yl)phenyl)-4-((8-methyl-2,3-dihydro-1H-pyrido[2,3-b][1,4]oxazin-7-yl)amino)-2-oxo-1,2-dihydropyridine-3-carboxamide